isopropyloxytitanium triisostearate C(CCCCCCCCCCCCCCC(C)C)(=O)[O-].C(CCCCCCCCCCCCCCC(C)C)(=O)[O-].C(CCCCCCCCCCCCCCC(C)C)(=O)[O-].C(C)(C)O[Ti+3]